2,6-diazaspiro[4.5]decane C1NCCC12NCCCC2